methyl 8-(cyclohex-1-en-1-yl)quinoline-3-carboxylate C1(=CCCCC1)C=1C=CC=C2C=C(C=NC12)C(=O)OC